C(C1=CC=CC=C1)OC=1C=C(C=C(C(=O)Cl)C1)C(=O)Cl 5-(benzyloxy)isophthaloyl dichloride